N1(N=CC=C1)C1=NC(=NC(=N1)C1=NC=CC=C1)NCCC(=O)OCC.Cl[Si](O[Si](C(C)C)(C(C)C)Cl)(C(C)C)C(C)C 1,3-dichloro-1,1,3,3-tetraisopropyl disiloxane ethyl 3-((4-(1H-pyrazol-1-yl)-6-(pyridin-2-yl)-1,3,5-triazin-2-yl)amino)propanoate